{3-[2-tert-butyl-5-(2-chloropyrimidin-4-yl)-1,3-thiazol-4-yl]-2-fluorophenyl}propane-1-sulfonamide C(C)(C)(C)C=1SC(=C(N1)C=1C(=C(C=CC1)C(CC)S(=O)(=O)N)F)C1=NC(=NC=C1)Cl